6-O-isopropyl-3-O-ethyl-L-ascorbic acid C(C)(C)OC[C@@H]([C@@H]1C(=C(C(=O)O1)O)OCC)O